(2E,6E)-8-(4-hydroxy-6-methoxy-1-oxo-3H-2-benzofuran-5-yl)-2,6-dimethylocta-2,6-dienoic acid OC1=C(C(=CC=2C(OCC21)=O)OC)C/C=C(/CC/C=C(/C(=O)O)\C)\C